COC(CCCCCCCCC\C=C/CCCCCC)=O (Z)-11-octadecenoic acid methyl ester